C1(CCCCC1)[C@@H](C(F)(F)F)NC(OC1=CC=CC=C1)=O phenyl [(1S)-1-cyclohexyl-2,2,2-trifluoroethyl]carbamate